methyl 4-[2-fluoro-4-[[1-[(4-fluorophenyl)carbamoyl]-cyclopropanecarbonyl]-amino]phenoxy]-7-methoxyquinoline-6-carboxylate FC1=C(OC2=CC=NC3=CC(=C(C=C23)C(=O)OC)OC)C=CC(=C1)NC(=O)C1(CC1)C(NC1=CC=C(C=C1)F)=O